5-{3-benzo[b]thiophen-2-yl-5-chloro-phenyl}-2H-[1,2,3]triazole-4-carbonitrile S1C2=C(C=C1C=1C=C(C=C(C1)Cl)C=1C(=NNN1)C#N)C=CC=C2